3-[(tert-butyldiphenylsilyl)oxy]-2-fluorocyclopentan-1-ol [Si](C1=CC=CC=C1)(C1=CC=CC=C1)(C(C)(C)C)OC1C(C(CC1)O)F